ClC1=CC=C2C(=C(NC2=C1)S(=O)(=O)C1=CC(=C(C=C1)OC)N1CCNCC1)C 6-chloro-2-((4-methoxy-3-(piperazin-1-yl)phenyl)sulfonyl)-3-methyl-1H-indole